C(#N)C=1C=C(C=CC1)C#CC=1N=C(N(C1C)C=1C=NC(=CC1)C)C(=O)N 4-((3-Cyanophenyl)ethynyl)-5-methyl-1-(6-methyl-pyridin-3-yl)-1H-imidazole-2-carboxamide